C(C=C)N1N=CC(=C1)C(=O)O 1-allyl-pyrazole-4-formic acid